O1CCC(CC1)NC1=CC=CC=2C(=C(OC21)C#CC)CC(F)(F)F 3-(7-((tetrahydro-2H-pyran-4-yl)amino)-3-(2,2,2-trifluoroethyl)benzofuran-2-yl)prop-2-yn